ClC1=C(C=CC=C1)C1=NC2=C(CN(CC2)C2[C@@H]3C4=CC=CC=C4[C@H](C2)C3)N1 2-(2-chlorophenyl)-5-((1S,4S)-1,2,3,4-tetrahydro-1,4-methanonaphthalen-2-yl)-4,5,6,7-tetrahydro-3H-imidazo[4,5-c]pyridine